BrC1=NN2C(N=C(C(=C2)OC)C2CC2)=C1 bromo-5-cyclopropyl-6-methoxypyrazolo[1,5-a]pyrimidine